7-[1-(oxetan-3-yl)-1H-pyrazolo[3,4-d]pyrimidin-6-yl]-2-[4-(trifluoromethyl)pyridin-2-yl]-2,7-diazaspiro[3.5]nonane O1CC(C1)N1N=CC=2C1=NC(=NC2)N2CCC1(CN(C1)C1=NC=CC(=C1)C(F)(F)F)CC2